PYRIDOCYCLOHEPTANE N1=CC=CC2=C1CCCCC2